1-(tetrahydrofuran-3-carbonyl)piperidine O1CC(CC1)C(=O)N1CCCCC1